N-(3-isobutylisoxazol-5-yl)-4,5,6,7-tetrahydrothieno[2,3-c]pyridine-3-carboxamide C(C(C)C)C1=NOC(=C1)NC(=O)C1=CSC=2CNCCC21